2-N-(3-hydrazino-4-methoxyphenyl)-4-N,6-dimethylpyrimidine-2,4-diamine N(N)C=1C=C(C=CC1OC)NC1=NC(=CC(=N1)NC)C